(7R,14R)-1-ethynyl-6-(methyl-d3)-11-(2-((R)-pyrrolidin-2-yl)pyrimidin-5-yl)-6,7-dihydro-7,14-methanobenzo[f]benzo[4,5]imidazo[1,2-a][1,4]diazocin-5(14H)-one C(#C)C1=CC=CC=2C(N([C@H]3C=4N([C@@H](C21)C3)C3=C(N4)C=CC(=C3)C=3C=NC(=NC3)[C@@H]3NCCC3)C([2H])([2H])[2H])=O